C(C)(C)(C)OC(=O)N([C@@H](C(=O)O)C1=CC=CC=C1)C (2R)-2-[tert-butoxycarbonyl(methyl)amino]-2-phenyl-acetic acid